6-oxohexyl-carbamic acid tert-butyl ester C(C)(C)(C)OC(NCCCCCC=O)=O